(1s,4s)-4-((2-((2-(1-(Cyclopropylsulfonyl)-1H-pyrazol-4-yl)pyrimidin-4-yl)amino)-5-((2-(morpholinomethyl)thiazol-4-yl)ethynyl)pyridin-4-yl)amino)cyclohexan-1-ol C1(CC1)S(=O)(=O)N1N=CC(=C1)C1=NC=CC(=N1)NC1=NC=C(C(=C1)NC1CCC(CC1)O)C#CC=1N=C(SC1)CN1CCOCC1